6-isopropenyl-2-phenoxy-pyridine-3-carboxylic acid ethyl ester C(C)OC(=O)C=1C(=NC(=CC1)C(=C)C)OC1=CC=CC=C1